F[C@H]1CN(CC[C@H]1NC1=CC=CC=2N1N=C(C2SC(F)(F)F)C#CCN(C(OC(C)(C)C)=O)C2=C(C=C(C=C2)C(NC)=O)OC)C tert-butyl N-[3-[7-[[(3S,4R)-3-fluoro-1-methyl-4-piperidyl]amino]-3-(trifluoromethylsulfanyl)pyrazolo[1,5-a]pyridin-2-yl]prop-2-ynyl]-N-[2-methoxy-4-(methylcarbamoyl)phenyl]carbamate